(S)-N-(1-(6-(3-fluorotetrahydrofuran-3-yl)-4-methoxypyridin-2-yl)-3-methyl-1H-pyrazolo[4,3-c]pyridin-6-yl)acetamide F[C@]1(COCC1)C1=CC(=CC(=N1)N1N=C(C=2C=NC(=CC21)NC(C)=O)C)OC